Bis(4-hydroxy-3-methylphenyl)-methan OC1=C(C=C(C=C1)CC1=CC(=C(C=C1)O)C)C